BrC=1C(=C(C=C2C(=NNC12)I)[N+](=O)[O-])C(O)C1=C(C=CC(=C1)F)Cl (7-bromo-3-iodo-5-nitro-1H-indazol-6-yl)(2-chloro-5-fluorophenyl)methanol